ethylene glycol dicerotate C(CCCCCCCCCCCCCCCCCCCCCCCCC)(=O)OCCOC(CCCCCCCCCCCCCCCCCCCCCCCCC)=O